FC1=NC=CC=C1C1=NN2C(OCCC2)=C1C(=O)O 2-(2-Fluoropyridin-3-yl)-6,7-dihydro-5H-pyrazolo[5,1-b][1,3]oxazine-3-carboxylic acid